CN([C@H]1CN(CCC1)C(=O)OC(C)(C)C)C(C)C tert-butyl (3R)-3-[methyl(propan-2-yl)amino]piperidine-1-carboxylate